3-fluoropiperidin-1-formate FC1CN(CCC1)C(=O)[O-]